(E)-1-(4-(4-((3-methyl-4-((1-methyl-1H-benzo[d]imidazol-5-yl)oxy)phenyl)amino)pyrrolo[2,1-f][1,2,4]triazin-5-yl)piperidin-1-yl)-4-morpholinobut-2-en-1-one CC=1C=C(C=CC1OC1=CC2=C(N(C=N2)C)C=C1)NC1=NC=NN2C1=C(C=C2)C2CCN(CC2)C(\C=C\CN2CCOCC2)=O